7'-((7H-pyrrolo[2,3-d]pyrimidin-4-yl)amino)-1',5'-dimethyl-spiro[cyclobutane-1,2'-pyrido[2,1-f][1,2,4]triazine]-4',8'(1'H,3'H)-dione hydrochloride Cl.N1=CN=C(C2=C1NC=C2)NC2=CC(=C1C(NC3(N(N1C2=O)C)CCC3)=O)C